2-(3,4-dimethoxyphenyl)-6-(8-(1-isopropylpiperidin-4-yl)-8-azabicyclo[3.2.1]octan-3-yl)-8-methylimidazo[1,2-a]pyridine COC=1C=C(C=CC1OC)C=1N=C2N(C=C(C=C2C)C2CC3CCC(C2)N3C3CCN(CC3)C(C)C)C1